tert-butyl 4-((4-(3-(2,4-dioxotetrahydropyrimidin-1(2H)-yl)-5-fluoro-1-methyl-1H-indazol-6-yl)piperidin-1-yl)methyl)piperidine-1-carboxylate O=C1N(CCC(N1)=O)C1=NN(C2=CC(=C(C=C12)F)C1CCN(CC1)CC1CCN(CC1)C(=O)OC(C)(C)C)C